iron silicon boron carbon cobalt [Co].[C].[B].[Si].[Fe]